1-[(6-chloropyridin-3-yl)methyl]-4-ethylpiperazine ClC1=CC=C(C=N1)CN1CCN(CC1)CC